C(C)(=O)N1[C@H]([C@@H]([C@H](C2=CC(=CC=C12)Br)NC(OCC1=CC=CC=C1)=O)C)C benzyl ((2S,3R,4R)-1-acetyl-6-bromo-2,3-dimethyl-1,2,3,4-tetrahydroquinolin-4-yl)carbamate